BrC1=NN(C(=C1)C(=O)N)C1=NC=CC=C1Cl 3-bromo-1-(3-chloro-2-pyridinyl)-1H-pyrazole-5-carboxamide